1-Acetoxy-2-hydroxy-4-oxoheptadeca-16-ene C(C)(=O)OCC(CC(CCCCCCCCCCCC=C)=O)O